4-(4-amino-6-(4-methacrylamido-phenyl)-7-methyl-7H-pyrrolo[2,3-d]pyrimidin-5-yl)-N-(3-oxabicyclo[3.1.0]hexan-6-yl)benzamide NC=1C2=C(N=CN1)N(C(=C2C2=CC=C(C(=O)NC1C3COCC13)C=C2)C2=CC=C(C=C2)NC(C(=C)C)=O)C